cesium bis((perfluoropropan-2-yl)sulfonyl)amid FC(C(C(F)(F)F)(S(=O)(=O)[N-]S(=O)(=O)C(C(F)(F)F)(C(F)(F)F)F)F)(F)F.[Cs+]